4-(2-bromo-5-iodophenyl)butan-2-one BrC1=C(C=C(C=C1)I)CCC(C)=O